C(OC(CC)Cl)(OCCCCCC)=O 1-chloropropyl hexyl carbonate